(S)-3-methylpyrrolidine-3-carboxylic acid C[C@]1(CNCC1)C(=O)O